Methyl 3-(3-(4-((3-(trifluoromethyl)phenoxy)methyl) phenoxy)azetidin-1-yl)-2-(1H-pyrrol-1-yl)benzoate FC(C=1C=C(OCC2=CC=C(OC3CN(C3)C=3C(=C(C(=O)OC)C=CC3)N3C=CC=C3)C=C2)C=CC1)(F)F